3-tert-butyl-1-[(2R)-2-methyl-3-oxo-4-[(1S)-1-[6-(trifluoromethyl)pyrazin-2-yl]ethyl]-2H-1,4-benzoxazin-7-yl]urea C(C)(C)(C)NC(NC1=CC2=C(N(C([C@H](O2)C)=O)[C@@H](C)C2=NC(=CN=C2)C(F)(F)F)C=C1)=O